ClC1=C(C=CC=C1)C1=NN=C(S1)NC(=O)[C@H]1N(C[C@@H](C1)F)C(CN1N=C(C2=CC(=CC=C12)C1=CN=NC=C1)C(=O)N)=O 1-(2-((2S,4R)-2-(5-(2-chlorophenyl)-1,3,4-thiadiazol-2-ylcarbamoyl)-4-fluoropyrrolidin-1-yl)-2-oxoethyl)-5-(pyridazin-4-yl)-1H-indazole-3-carboxamide